NC1=C2C(=NC=N1)N(N=C2C2=CC=C(C=C2)OC2=CC=CC=C2)[C@H]2C[C@](CCC2)(O)C (1s,3R)-3-(4-amino-3-(4-phenoxyphenyl)-1H-pyrazolo[3,4-d]pyrimidin-1-yl)-1-methylcyclohexane-1-ol